Ethyl (5-(3-ethyl-1,2,4-thiadiazol-5-yl)-2-fluorophenyl)glycinate C(C)C1=NSC(=N1)C=1C=CC(=C(C1)NCC(=O)OCC)F